ferrocenyl-(4-methoxy)-phenyl ketone [C-]1(C=CC=C1)C1=C(C=CC(=C1)OC)C(=O)C1=C(C=C(C=C1)OC)[C-]1C=CC=C1.[CH-]1C=CC=C1.[Fe+2].[CH-]1C=CC=C1.[Fe+2]